ON1C(NC2=C(C1=O)C=CC=N2)=O 3-Hydroxypyrido[2,3-d]pyrimidine-2,4(1H,3H)-dione